C(C1=CC=CC=C1)(C1=CC=CC=C1)(C1=CC=CC=C1)N N-tritylamine